ClC1=C(C(=CC=C1)Cl)Cl 1,2,3-Trichlorobenzene